1-(3-chlorophenyl)-3-(isoquinolin-4-yl)-2-oxoimidazolidine-4-carbonitrile ClC=1C=C(C=CC1)N1C(N(C(C1)C#N)C1=CN=CC2=CC=CC=C12)=O